O=C1N(CCC(N1)=O)C1=NN(C2=CC(=CC=C12)N1CC(N(CC1)C(=O)OC(C)(C)C)CC)C tert-butyl 4-[3-(2,4-dioxo-1,3-diazinan-1-yl)-1-methylindazol-6-yl]-2-ethylpiperazine-1-carboxylate